5,7-di-tert-butyl-3-(3,4-dimethylphenyl)-benzofuran-2(3H)-one C(C)(C)(C)C=1C=C(C2=C(C(C(O2)=O)C2=CC(=C(C=C2)C)C)C1)C(C)(C)C